ClC1=C(C(=O)NC=2OC(=NN2)C)C=CC(=C1[S@](=O)C)C(F)(F)F |r| 2-chloro-N-(5-methyl-1,3,4-oxadiazol-2-yl)-3-[(RS)-methylsulfinyl]-4-(trifluoromethyl)benzamide